P(=O)([O-])(O)O.[NH4+] Monoammonium Phosphate